Methyl (1R,2S,5S)-6,6-Dimethyl-3-L-Valyl-3-azabicyclo[3.1.0]hexane-2-carboxylate, Hydrochloride Salt Cl.CC1([C@H]2CN([C@@H]([C@@H]12)C(=O)OC)C([C@@H](N)C(C)C)=O)C